ClC=1C(=C(C(=CC1C)O)[C@H](NC(C(C)(C)C)=O)C1CCNCC1)F N-[(R)-(3-chloro-2-fluoro-6-hydroxy-4-methylphenyl)(piperidin-4-yl)methyl]-2,2-dimethylpropanamide